4-isopropyl-1-vinylcyclohexan-1-ol C(C)(C)C1CCC(CC1)(O)C=C